4-(3-((2-((5-methyl-2-(1-methylpiperidin-4-yl)-2H-1,2,3-triazol-4-yl)amino)-5-(trifluoromethyl)pyridin-4-yl)amino)propyl)-1,4-oxazepan-3-one CC=1C(=NN(N1)C1CCN(CC1)C)NC1=NC=C(C(=C1)NCCCN1C(COCCC1)=O)C(F)(F)F